methyl 2-(1-butoxyvinyl)-5-methoxy-4-(morpholinomethyl)benzoate C(CCC)OC(=C)C1=C(C(=O)OC)C=C(C(=C1)CN1CCOCC1)OC